(2S,3S,4R,5R)-4-[[3-[2-(difluoromethoxy)-3,4-difluoro-phenyl]-4,5-dimethyl-5-(trifluoromethyl)tetrahydrofuran-2-carbonyl]amino]-5-methyl-pyridine-2-carboxamide FC(OC1=C(C=CC(=C1F)F)[C@H]1[C@H](O[C@]([C@@H]1C)(C(F)(F)F)C)C(=O)NC1=CC(=NC=C1C)C(=O)N)F